(2S,4R)-1-((S)-2-(4-cyclopropyl-1H-1,2,3-triazol-1-yl)-3,3-dimethylpentanoyl)-4-hydroxy-N-((S)-1-(4-(4-methylthiazol-5-yl)phenyl)ethyl)pyrrolidine-2-carboxamide C1(CC1)C=1N=NN(C1)[C@H](C(=O)N1[C@@H](C[C@H](C1)O)C(=O)N[C@@H](C)C1=CC=C(C=C1)C1=C(N=CS1)C)C(CC)(C)C